The molecule is a carboxamidine resulting from the formal condensation of the amino group of 4-chloro-2-(trifluoromethyl)aniline with the oxygen of the acetyl group of N-(propoxyacetyl)imidazole. A sterol demethylation inhibitor, it is used as a fungicide for the control of powdery mildew, scab and other diseases on a variety of crops. It has a role as an EC 1.14.13.70 (sterol 14alpha-demethylase) inhibitor and an antifungal agrochemical. It is a member of monochlorobenzenes, a member of imidazoles, a member of (trifluoromethyl)benzenes, a carboxamidine, an ether, a conazole fungicide and an imidazole fungicide. CCCOCC(=NC1=C(C=C(C=C1)Cl)C(F)(F)F)N2C=CN=C2